1,6-dimethyl-5,6,7,8-tetrahydro-1,6-naphthyridin-2(1H)-one CN1C(C=CC=2CN(CCC12)C)=O